O=C([C@@H](O)[C@@H](O)[C@@H](O)[C@H](O)C(=O)O)O talaric acid